2-(3-fluoro-4-methylphenyl)ethan-1-amine hydrochloride Cl.FC=1C=C(C=CC1C)CCN